6-chloro-2-(1H-pyrrol-3-yl)-[1,2,4]triazolo[1,5-a]pyridine ClC=1C=CC=2N(C1)N=C(N2)C2=CNC=C2